N-(3-amino-bicyclo[1.1.1]Pentan-1-yl)-2-(4-chloro-3-fluorophenoxy)acetamide hydrochloride Cl.NC12CC(C1)(C2)NC(COC2=CC(=C(C=C2)Cl)F)=O